OC1=CC(=C(C=C1)NC(C=C)=O)CC1=CC=NC=C1 N-(4-hydroxy-2-(pyridin-4-ylmethyl)phenyl)acrylamide